Dimethyl-lauryl-amine CN(CCCCCCCCCCCC)C